C(C)(=O)NCCOC=1C=C(C=CC1N)N 3-acetylaminoethyloxy-para-phenylenediamine